CC(C(O)[C@@H]1OC1)C(C=C)O 2-methyl-1-((R)-oxiran-2-yl)pent-4-ene-1,3-diol